O[C@@H](CNC(=O)C1=CC(=NC=C1)N[C@@H]1C[C@H](N(CC1)C(=O)OC(C)(C)C)C)CN1CC2=CC=C(C=C2CC1)OCC1=C(N=CO1)C tert-butyl (2R,4S)-4-[[4-[[(2S)-2-hydroxy-3-[6-[(4-methyloxazol-5-yl)methoxy]-3,4-dihydro-1H-isoquinolin-2-yl]propyl]carbamoyl]-2-pyridyl]amino]-2-methyl-piperidine-1-carboxylate